Cl.N[C@@H](COC1=CC=C(C=C1)C(=O)N1C[C@H](CC1)C1=CC=C(C=C1)F)CN1N=CC=N1 (4-((R)-2-amino-3-(2H-1,2,3-triazol-2-yl)propoxy)phenyl)((R)-3-(4-fluorophenyl)pyrrolidin-1-yl)methanone, Hydrochloride